4-(dimethylamino)-3-(trifluoromethyl)benzene-1-sulfonyl chloride CN(C1=C(C=C(C=C1)S(=O)(=O)Cl)C(F)(F)F)C